(R)-4-Bromo-2,3-dihydro-1H-inden-1-amine BrC1=C2CC[C@H](C2=CC=C1)N